bicyclo-[2.2.1]-heptene C12=CCC(CC1)C2